3-((2,4-dioxotetrahydropyrimidin-1(2H)-yl)methyl)phenethyl acetate C(C)(=O)OCCC1=CC(=CC=C1)CN1C(NC(CC1)=O)=O